CN1CCCN2C1=NCCC2 9-methyl-2,3,4,6,7,8-hexahydropyrimido[1,2-a]pyrimidine